Cl.CN1N=CC(=C1)C1=NC=2N(C=C1)C(=CN2)N2CCNCC2 7-(1-methyl-1H-pyrazol-4-yl)-3-(piperazin-1-yl)imidazo[1,2-a]pyrimidine hydrochloride